C(C)C=1N(C(C(=CN1)CC)=O)CC1=NOC(=C1)C=1C=C(C(=C(C#N)C1)F)OC 5-(3-((2,5-diethyl-6-oxopyrimidin-1(6H)-yl)methyl)isoxazol-5-yl)-2-fluoro-3-methoxybenzonitrile